C(C)(C)(C)C1=CC(=CC=2OC(OC21)CCC2=C(C=CC=C2)OC)C(C)(C)C 2-(4,6-di-tert-butylbenzo[d][1,3]dioxol-2-yl)-1-(methoxyphenyl)ethan